ClC1=CC=C(C=C1)C1=CC2=C(N=CN(C2=O)[C@H](C)C(C)(C)O)C(=N1)C=1C=NC=CC1 (R)-6-(4-chlorophenyl)-3-(3-hydroxy-3-methylbut-2-yl)-8-(pyridin-3-yl)pyrido[3,4-d]pyrimidin-4(3H)-one